NC=1C(=NC(=CN1)C1=C(C=CC(=C1)C1=C2N(N=C1)CC(C2)(C)C)F)C(=O)N[C@@H]2CNC1(CC1)CC2 (S)-3-amino-6-(5-(5,5-dimethyl-5,6-dihydro-4H-pyrrolo[1,2-b]pyrazol-3-yl)-2-fluorophenyl)-N-(4-azaspiro[2.5]octan-6-yl)pyrazine-2-carboxamide